COC1=C(C(=C(C(=C1C)C)OC)C)CCCOC1=CC=C(C=C1)C[C@@H](C(=O)NC(C)C)NC(OC(C)(C)C)=O (S)-tert-butyl (3-(4-(3-(2,5-dimethoxy-3,4,6-trimethylphenyl) propoxy)phenyl)-1-(isopropylamino)-1-oxopropan-2-yl)carbamate